ClC=1C(=C(C#N)C=C(C1)C(C)(C)C1=CC=C(C=C1)OCC1=NC(=NC=C1)SC)OCCC(CCOC=1C=C2CN(C(C2=CC1F)=O)C1C(NC(CC1)=O)=O)(F)F 3-chloro-2-((5-((2-(2,6-dioxopiperidin-3-yl)-6-fluoro-1-oxoisoindolin-5-yl)oxy)-3,3-difluoropentyl)oxy)-5-(2-(4-((2-(methylthio)pyrimidin-4-yl)methoxy)phenyl)propan-2-yl)benzonitrile